C(C)OC(\C=C\C(NC1=CC(=NO1)C)=O)=O (E)-3-(3-Methyl-isoxazol-5-ylcarbamoyl)-acrylic acid ethyl ester